BrC1=C(C=CC2=CC=CC=C12)O 1-bromo-2-naphthol